BrC1=C(C=C2CCNCC2=C1)C#N 7-bromo-1,2,3,4-tetrahydroisoquinoline-6-carbonitrile